4-((S)-2-(dimethylamino)-3-((R)-3-phenylbutanamido)propyl)benzamide CN([C@@H](CC1=CC=C(C(=O)N)C=C1)CNC(C[C@@H](C)C1=CC=CC=C1)=O)C